CC1=C(N=C(O1)C1=CC=C(C(=O)OC)C=C1)CC1=CC=C(C=C1)OC1=CC=CC=C1 methyl 4-(5-methyl-4-(4-phenoxybenzyl)oxazol-2-yl)benzoate